2-methacryloyloxy-4-oxatricyclo[4.2.1.03,7]nonane-5-ON C(C(=C)C)(=O)OC1C2CC3C(C(OC13)=O)C2